7H-pyrrolo[2,3-d]pyrimidine-7-carbohydrazide hydrochloride Cl.N1=CN=CC2=C1N(C=C2)C(=O)NN